(4-(3-(4-methoxybenzyl)-2,4-dioxotetrahydropyrimidin-1(2H)-yl)isoquinolin-7-yl)-5,6-dihydropyridine-1(2H)-carboxylic acid tert-butyl ester C(C)(C)(C)OC(=O)N1C(C=CCC1)C1=CC=C2C(=CN=CC2=C1)N1C(N(C(CC1)=O)CC1=CC=C(C=C1)OC)=O